Methyl 5-chloro-4-(3-(chloromethyl)-1,5-dimethyl-1H-pyrazol-4-yl)-1-(3-methoxy-3-oxopropyl)-1H-indole-2-carboxylate ClC=1C(=C2C=C(N(C2=CC1)CCC(=O)OC)C(=O)OC)C=1C(=NN(C1C)C)CCl